(S)-3-methyl-5-(4-hydroxy-2,6,6-trimethyl-3-oxo-1-cyclohexen-1-yl)-2,4-pentadienyl-triphenylphosphonium bromide [Br-].CC(=CC[P+](C1=CC=CC=C1)(C1=CC=CC=C1)C1=CC=CC=C1)C=CC1=C(C([C@H](CC1(C)C)O)=O)C